N[C@@H](CCC(=O)O)C(=O)O.N[C@@H](CCC(=O)O)C(=O)O.N[C@@H](CCC(=O)O)C(=O)O.CC=1CCC(C(C(=O)O)C1)C(=O)O 5-methyltetrahydrophthalic acid tri-glutamate